C12CN(CC(N1)C2)C2=NC=CC(=N2)NC=2C=C1C=NNC1=CC2 N-(2-(3,6-diazabicyclo[3.1.1]hept-3-yl)pyrimidin-4-yl)-1H-indazol-5-amine